decahydro-1H-cyclopenta[a]phenanthren-3-one C1CC(CC2CCC3C4CCCC4C=CC3=C12)=O